ClC=1C=C(C=C(C1)C(F)(F)F)S(=O)(=O)NC=1C(=C(C(=CC1)F)C=1C=C2C=NC(=NC2=CC1)NC(C(C)(C)C)=O)F N-(6-(3-(3-chloro-5-(trifluoromethyl)phenylsulfonamido)-2,6-difluorophenyl)quinazolin-2-yl)pivalamide